C[Si](OC1=C(CC1)O[Si](C)(C)C)(C)C bis(trimethylsilyloxy)cyclobutene